ClC1=CC(=NC(=N1)C=1SC=C(N1)C)NC1CC(C1)(F)F 6-chloro-N-(3,3-difluorocyclobutyl)-2-(4-methylthiazol-2-yl)pyrimidin-4-amine